oxadiazolethioate O1N=NC(=C1)C([O-])=S